(6aS,7aR)-5-(4-(1-cyclopropyl-4-(trifluoromethyl)-1H-imidazol-2-yl)benzyl)-3-(4-cyclopropyl-6-methoxypyrimidin-5-yl)-5,6a,7,7a-tetrahydro-6H-cyclopropa[4,5]pyrido[2,3-d]pyrimidin-6-one C1(CC1)N1C(=NC(=C1)C(F)(F)F)C1=CC=C(CN2C([C@@H]3[C@H](C=4C2=NC(=NC4)C=4C(=NC=NC4OC)C4CC4)C3)=O)C=C1